COC1=CC=C(C=N1)N1C(O[C@]2(C1)C[C@@](CCC2)(C)CN2C=NC1=C2C=C(C=C1)C#N)=O 1-(((5S,7S)-3-(6-methoxypyridin-3-yl)-7-methyl-2-oxo-1-oxa-3-azaspiro[4.5]decan-7-yl)methyl)-1H-benzo[d]imidazole-6-carbonitrile